Methyl (S)-2-(3-nitro-4-((oxetan-2-ylmethyl)amino)phenyl)acetate [N+](=O)([O-])C=1C=C(C=CC1NC[C@H]1OCC1)CC(=O)OC